CN1CCN(CCC1)C1=NC=2N3C4=CC=CC=C4SC3=C(C(C2C=N1)=O)C(=O)O 4-(4-Methyl-1,4-diazepan-1-yl)-8-oxo-11-thia-1,3,5-triazatetracyclo-[8.7.0.02,7.012,17]heptadeca-2(7),3,5,9,12,14,16-heptaene-9-carboxylic acid